2-(3-hydroxy-3-methylbut-1-yn-1-yl)-1-((2-(trimethylsilyl)ethoxy)methyl)-1H-pyrrolo[2,3-b]pyridine-5-carbonitrile OC(C#CC1=CC=2C(=NC=C(C2)C#N)N1COCC[Si](C)(C)C)(C)C